(2R,3S,4R,5R,6R)-5-Acetamido-2-(acetoxymethyl)-6-((S)-3-(2-chloroacetamido)-4-oxo-4-(propylamino)butanamido)tetrahydro-2H-pyran-3,4-diyl diacetate C(C)(=O)O[C@@H]1[C@H](O[C@H]([C@@H]([C@H]1OC(C)=O)NC(C)=O)NC(C[C@@H](C(NCCC)=O)NC(CCl)=O)=O)COC(C)=O